N'-cyclopentyl-N-phenylcyclopropane-1,1-dicarboxamide C1(CCCC1)NC(=O)C1(CC1)C(=O)NC1=CC=CC=C1